C(CCCCC)C(C(=O)O)N(CP(=O)(O)O)C(C(=O)O)CCCCCC dihexyl-N-(phosphonomethyl)iminodiacetic acid